7-fluoro-3-(2-(isobutyl-(isopropyl)amino)ethyl)-1H-indol-5-ol FC=1C=C(C=C2C(=CNC12)CCN(C(C)C)CC(C)C)O